C(=O)(O)[C@H](CC(=O)N1CC2=C(C(=C(C(=C2C1)Cl)OCCCOC1=C(C=C2C(=N1)C=C(S2)C(C[C@@H](C(=O)O)C)=O)OC)OC)F)C (S)-4-(5-(3-((2-((S)-3-carboxybutanoyl)-4-chloro-7-fluoro-6-methoxy-isoindolin-5-yl)oxy)propoxy)-6-methoxythieno[3,2-b]pyridin-2-yl)-2-methyl-4-oxobutanoic acid